diethyl (4-(trifluoromethyl)benzyl)phosphonite FC(C1=CC=C(CP(OCC)OCC)C=C1)(F)F